N-(4-(6-fluoro-3,4-dihydroisoquinoline-2(1H)-yl)-1H-indol-7-yl)-3,3-dimethylbutanamide FC=1C=C2CCN(CC2=CC1)C1=C2C=CNC2=C(C=C1)NC(CC(C)(C)C)=O